5-(3-(aminomethyl)phenyl)-3-((2-(carboxymethyl)phenoxy)methyl)-7-(1-methyl-1H-pyrazol-4-yl)benzofuran-2-carboxylic acid NCC=1C=C(C=CC1)C=1C=C(C2=C(C(=C(O2)C(=O)O)COC2=C(C=CC=C2)CC(=O)O)C1)C=1C=NN(C1)C